2,6-dichloro-iodobenzene ClC1=C(C(=CC=C1)Cl)I